C(C)(C)(C)OC(=O)N1CC[C@@H](CCC1)N |r| racemic-4-aminoazepan-1-carboxylic acid tert-butyl ester